(4-bromo-5-fluoro-indol-1-yl)-triisopropyl-silane BrC1=C2C=CN(C2=CC=C1F)[Si](C(C)C)(C(C)C)C(C)C